3,5-difluoro-4-[(3-[2-fluoro-4-(propan-2-yloxy)phenyl]-1-{[2-(trimethylsilyl)ethoxy]methyl}-1H-pyrrolo[2,3-b]pyridin-4-yl)oxy]aniline FC=1C=C(N)C=C(C1OC1=C2C(=NC=C1)N(C=C2C2=C(C=C(C=C2)OC(C)C)F)COCC[Si](C)(C)C)F